(2S)-4,4-difluoro-2-(4-fluorophenyl)-N-{4-[7-(piperazin-1-yl)-3-(pyridin-2-yl)-1H-pyrrolo[3,2-b]pyridin-2-yl]pyridin-2-yl}butanamide FC(C[C@H](C(=O)NC1=NC=CC(=C1)C1=C(C2=NC=CC(=C2N1)N1CCNCC1)C1=NC=CC=C1)C1=CC=C(C=C1)F)F